[4-(2-tert-Butoxy-2-oxo-ethyl)phenyl] (Z)-octadec-9-enoate tert-butyl-2-(4-Hydroxyphenyl)acetate C(C)(C)(C)OC(CC1=CC=C(C=C1)O)=O.C(CCCCCCC\C=C/CCCCCCCC)(=O)OC1=CC=C(C=C1)CC(=O)OC(C)(C)C